COC1=CC=C(CN2N=CC(=C2)C(CN2N=C(C=C2C(=O)O)C(=O)O)=O)C=C1 1-(2-(1-(4-methoxybenzyl)-1H-pyrazol-4-yl)-2-oxoethyl)-1H-pyrazole-3,5-Diformic acid